(2-(3-bromo-2-methylphenyl)Oxazolo[5,4-c]pyridin-6-yl)methanol BrC=1C(=C(C=CC1)C=1OC=2C=NC(=CC2N1)CO)C